6-(2-furyl)-2-isopropyl-8-(6-methyl-7-oxo-6,7-dihydro-1H-pyrrolo[2,3-c]pyridin-4-yl)-2H-1,4-benzoxazin-3(4H)-one O1C(=CC=C1)C=1C=C(C2=C(NC(C(O2)C(C)C)=O)C1)C=1C2=C(C(N(C1)C)=O)NC=C2